C(C)(C)(C)OC(=O)N1C[C@H](CC1)NC1=C(C=C(C(=C1)Br)F)N (S)-3-((2-amino-5-bromo-4-fluorophenyl)amino)pyrrolidine-1-carboxylic acid tert-butyl ester